C1(CC1)S(=O)(=O)N1N=CC(=C1)C1=NC=CC(=N1)NC1=NC=C(C(=C1)NC1CCC(CC1)(O)C)C1=NC=C(N=C1)CN(C)C (1s,4s)-4-((2-((2-(1-(Cyclopropylsulfonyl)-1H-pyrazol-4-yl)pyrimidin-4-yl)amino)-5-(5-((dimethylamino)methyl)pyrazin-2-yl)pyridin-4-yl)amino)-1-methylcyclohexan-1-ol